(1R,4R)-4-(((2-((1-cyclopropyl-3-methyl-1H-pyrazol-4-yl)amino)-5-fluoropyrimidin-4-yl)oxy)methyl)cyclohexan-1-ol C1(CC1)N1N=C(C(=C1)NC1=NC=C(C(=N1)OCC1CCC(CC1)O)F)C